BrC1=CC(=CC=2OCCN(C21)C2CC(N(C2)C(=O)OC(C)(C)C)(COC2OCCCC2)C)Cl tert-butyl 4-(5-bromo-7-chloro-2H-benzo[b][1,4]oxazin-4(3H)-yl)-2-methyl-2-(((tetrahydro-2H-pyran-2-yl)oxy)methyl)pyrrolidine-1-carboxylate